C(C)(C)(C)[C@@H]1CC=2C=C3C(=NC2CC1)SC(=N3)C(=O)N[C@H](CCN3CCC(CC3)O)C3=CC(=CC=C3)C(NC3C(NCC3)=O)=O (7S)-7-tert-butyl-N-[(1R)-3-(4-hydroxy-1-piperidyl)-1-[3-[(2-oxopyrrolidin-3-yl)carbamoyl]phenyl]propyl]-5,6,7,8-tetrahydrothiazolo[5,4-b]quinoline-2-carboxamide